C1(CCCC1)SC1=CC=C(C=C1)S(=O)(=O)C1=CC=C(C=C1)SC1CCCC1 bis(4-(cyclopentylthio)phenyl)sulfone